N4-methyl-3-(trifluoromethyl)-1H-pyrrolo[2,3-b]pyridine-4,6-diamine CNC=1C2=C(N=C(C1)N)NC=C2C(F)(F)F